1,3,5-tris-(2-hydroxyethyl)cyanuric acid OCCN1C(=O)N(C(=O)N(C1=O)CCO)CCO